ClC=1C(=NC=CC1)N1N=C(C=C1C1=NC=2C(C(O1)=O)=CC=1C(C2C)=CN(N1)C)C(F)(F)F 6-[2-(3-chloro-2-pyridyl)-5-(trifluoromethyl)pyrazol-3-yl]-2,4-dimethyl-pyrazolo[3,4-g][3,1]benzoxazin-8-one